tert-butyl (3-(6-benzyl-2-(methylthio)-7-oxopyrido[2,3-d]pyrimidin-8(7H)-yl)phenyl)carbamate C(C1=CC=CC=C1)C1=CC2=C(N=C(N=C2)SC)N(C1=O)C=1C=C(C=CC1)NC(OC(C)(C)C)=O